FCC12OCC(C1)(C2)C=2N=C1N(C=C(C(=N1)OC(C)C)C(=O)NC=1C=NN3C1N=CC=C3)C2 2-(1-(fluoromethyl)-2-oxabicyclo[2.1.1]hex-4-yl)-7-isopropoxy-N-(pyrazolo[1,5-a]pyrimidin-3-yl)imidazo[1,2-a]pyrimidine-6-carboxamide